antimony tri-(isooctyl thioglycolate) C(CCCCC(C)C)C(C(=O)[O-])S.C(CCCCC(C)C)C(C(=O)[O-])S.C(CCCCC(C)C)C(C(=O)[O-])S.[Sb+3]